NC1=CC2=C(N=C(S2)S)C=C1 6-Amino-2-mercaptobenzothiazole